C(N)(=O)C=1N=NC(=CC1NC1=CC=C(C=N1)N1C(CNCC1)=O)C1=C(C=CC=C1F)F 4-(6-(3-carbamoyl-6-(2,6-difluorophenyl)pyridazin-4-yl)aminopyridin-3-yl)-3-oxopiperazine